1-(2-chloro-5-(9-(3-hydroxypropyl)-3-azaspiro[5.5]undecane-3-carbonyl)phenyl)dihydropyrimidine-2,4(1H,3H)-dione ClC1=C(C=C(C=C1)C(=O)N1CCC2(CC1)CCC(CC2)CCCO)N2C(NC(CC2)=O)=O